4-methyl-5-oxo-4,5-dihydro-2H-pyrazolo[4,3-b]pyridine-6-carbonitrile CN1C=2C(C=C(C1=O)C#N)=NNC2